(S)-2-(7,8-dichloro-5-(2-hydroxy-2-methylpropyl)-2-oxo-1,2,3,4,5,6-hexahydroazepino[4,5-b]indol-10-yl)acetonitrile ClC1=C(C=C(C=2C3=C(NC12)[C@H](CNC(C3)=O)CC(C)(C)O)CC#N)Cl